FC(N1N=C(C=C1)C(=O)O)F 1-(Difluoromethyl)-1h-pyrazole-3-carboxylic acid